CC(C(C)=O)CCC(C(C)C)=O (Z)-3,7-dimethyl-2,6-octanedioaldehyde